N-nonylbenzene-1,3-diamine C(CCCCCCCC)NC1=CC(=CC=C1)N